5-(2-(8-Oxa-3-azabicyclo[3.2.1]-octan-3-yl)-9-(pentan-3-yl)-9H-purin-6-yl)pyrazin-2-amin C12CN(CC(CC1)O2)C2=NC(=C1N=CN(C1=N2)C(CC)CC)C=2N=CC(=NC2)N